α-D-fructose manganese [Mn].OC[C@@]1(O)[C@@H](O)[C@H](O)[C@H](O1)CO